CC1=NOC(=C1C1=CC2=C(N(C(=N2)[C@@H]2CCCC(N2C2=CC(=C(C=C2)OC)F)=O)[C@H]2CC3=C(N=C(S3)C)CC2)C=C1)C (S)-6-(5-(3,5-Dimethylisoxazol-4-yl)-1-((R)-2-methyl-4,5,6,7-tetrahydrobenzo[d]thiazol-6-yl)-1H-benzo[d]imidazol-2-yl)-1-(4-methoxy-3-fluorophenyl)-piperidin-2-one